NCCCC(=O)OC1=C2C(=CNC2=CC=C1)/C=N/NC1=CC=C(C=C1)F (E)-3-((2-(4-fluorophenyl)hydrazineylidene) methyl)-1H-indol-4-yl 4-aminobutanoate